ClC=1C=C2CO[C@]3(O[C@@H]([C@H]([C@@H]([C@H]3O)O)O)C)C2=CC1CC1=CC=C(S1)C(C)=O 1-(5-(((1S,3'R,4'S,5'S,6'R)-5-Chloro-3',4',5'-trihydroxy-6'-methyl-3',4',5',6'-tetrahydro-3H-spiro[isobenzofuran-1,2'-pyran]-6-yl)methyl)-thiophen-2-yl)ethanon